C(C)(C)(C)N(C(O)=O)C1=C(C=C(C=C1)OC1=C2C(=NC=C1)N(C=C2)COCC[Si](C)(C)C)F.C(C)S(=O)(=O)C(C(=O)N)C2=CC=CC=C2 ETHANESULFONYL-PHENYL-ACETAMIDE tert-butyl-(2-fluoro-4-((1-((2-(trimethylsilyl)ethoxy)methyl)-1H-pyrrolo[2,3-b]pyridin-4-yl)oxy)phenyl)carbamate